butyl perbenzoate (methyl-tert-butylperbenzoate) CC1=C(C(=CC=C1)C(=O)OO)C(C)(C)C.C1=CC=CC=C1C(=O)OOCCCC